(R)-7-(piperazin-1-yl)chroman N1(CCNCC1)C1=CC=C2CCCOC2=C1